2-(azetidin-3-yloxy)-5-ethynyl-pyridine hydrochloride Cl.N1CC(C1)OC1=NC=C(C=C1)C#C